(R,E)-4-(dimethylamino)-1-(6-(3-(quinazolin-2-ylamino)pyrrolidine-1-carbonyl)-3,4-dihydroquinolin-1(2H)-yl)but-2-en-1-one CN(C/C=C/C(=O)N1CCCC2=CC(=CC=C12)C(=O)N1C[C@@H](CC1)NC1=NC2=CC=CC=C2C=N1)C